C(C=C)(=O)OC(COC1=CC=C(C(=O)C2=CC=CC=C2)C=C1)CCCC 4-(2-Acryloyloxy-hexoxy)benzophenon